imino(methyl)(1-(5-(pyridin-2-yl)-2,3-dihydro-1H-indene-2-carbonyl)indolin-6-yl)-λ6-sulfanone N=S(=O)(C1=CC=C2CCN(C2=C1)C(=O)C1CC2=CC=C(C=C2C1)C1=NC=CC=C1)C